2-ethyl-9,10-Diethoxyanthracene C(C)C1=CC2=C(C3=CC=CC=C3C(=C2C=C1)OCC)OCC